Cl.N=1C=C(N2N=CC=CC21)NC(=O)C2=CC1=CN(N=C1C=C2OC)C2CCC(CC2)NC N-(imidazo[1,2-b]pyridazin-3-yl)-6-methoxy-2-((1r,4r)-4-(methylamino)cyclohexyl)-2H-indazole-5-carboxamide hydrochloride